OCC=1N=C(NC1)C(C)=O 1-(4-(hydroxymethyl)-1H-imidazol-2-yl)ethan-1-one